O1C2(OCC1)CCC=1C(=NC=C(C1)NC1=NNC(=N1)N)CC2 N3-(5,6,8,9-tetrahydrospiro[cyclohepta[b]pyridine-7,2'-[1,3]dioxolane]-3-yl)-1H-1,2,4-triazole-3,5-diamine